9-phenanthrenecarboxaldehyde C1=CC=CC=2C3=CC=CC=C3C(=CC12)C=O